C1(=CC=CC2=CC=CC=C12)C1=CC=CC=2C=CC=3C=4C=CC=CC4NC3C21 Naphthyl-benzocarbazole